COC(=O)[C@H]1NC[C@H](C1)O (2S,4S)-4-hydroxypyrrolidine-2-carboxylic acid methyl ester